propyltin C(CC)[Sn]